C(N)(=N)N1CCC(=CC1)C1=CC(=C(C(=O)NC2=CC(=C(C=C2)C=2CCN(CC2)C(N)=N)C)C=C1)C(F)(F)F 4-(1-carbamimidoyl-1,2,3,6-tetrahydro-pyridin-4-yl)-N-[4-(1-carbamimidoyl-1,2,3,6-tetrahydro-pyridin-4-yl)-3-methyl-phenyl]-2-trifluoromethyl-benzamide